N1(CCCC1)C1=CC=CC(=N1)CN 1-[6-(pyrrolidin-1-yl)pyridin-2-yl]methylamine